ClC=1C(=CC(=NC1)OC)C1=CC(=NN1)C(=O)N1CCC(CC1)C(=O)NCC=1N=C2N(C=CC=C2F)C1 1-(5-(5-chloro-2-methoxypyridin-4-yl)-1H-pyrazole-3-carbonyl)-N-((8-fluoroimidazo[1,2-a]pyridin-2-yl)methyl)piperidine-4-carboxamide